BrC1=NC=CC(=C1)C(=O)NN 2-bromo-4-pyridineformhydrazide